COC=1C=C(C#N)C=CC1CN1C(N(CC(C1)C)C1=CC(=C(C=C1)OC)OCCCCC)=O 3-methoxy-4-((3-(4-methoxy-3-(pentyloxy)phenyl)-5-methyl-2-oxotetrahydropyrimidin-1(2H)-yl)methyl)benzonitrile